ClC1=NC=CC(=C1Cl)C=1C(=C(C=CC1)NC(=O)C=1N(C2=C(CN(CC2)CCC23CCC(CC2)(C3)C(=O)OC)N1)C)C methyl 4-(2-(2-((3-(2,3-dichloropyridin-4-yl)-2-methylphenyl)carbamoyl)-1-methyl-1,4,6,7-tetrahydro-5H-imidazo[4,5-c]pyridin-5-yl)ethyl)bicyclo[2.2.1]heptane-1-carboxylate